N1=NC=CC=C1 azapyridine